(trans-3-(3-cyclopropyl-4-(1-(tetrahydro-2H-pyran-2-yl)-1H-pyrazolo[4,3-b]pyridin-5-yl)-1H-pyrazol-1-yl)cyclobutyl)methyl 4-methylbenzenesulfonate CC1=CC=C(C=C1)S(=O)(=O)OC[C@@H]1C[C@H](C1)N1N=C(C(=C1)C1=CC=C2C(=N1)C=NN2C2OCCCC2)C2CC2